FC1=CC(=NC(=C1)N1CC2(CC2)C(C1)O)C1=NC2=CC(=NC=C2C=C1)CNC(C1=CN=C(C(=C1)S(=O)(=O)C)C)=O N-((2-(4-fluoro-6-(7-hydroxy-5-azaspiro[2.4]heptan-5-yl)pyridin-2-yl)-1,6-naphthyridin-7-yl)methyl)-6-methyl-5-(methylsulfonyl)nicotinamide